tert-butyl (cis-3-aminocyclobutyl)(methyl)carbamate N[C@H]1C[C@H](C1)N(C(OC(C)(C)C)=O)C